N-(4-fluorophenylmethyl)-6-(4-methoxyphenyl)-1-(2-morpholinoethyl)-2-oxo-1,2-dihydro-1,8-naphthyridine-3-carboxamide FC1=CC=C(C=C1)CNC(=O)C=1C(N(C2=NC=C(C=C2C1)C1=CC=C(C=C1)OC)CCN1CCOCC1)=O